CC1(C2=C(C(NC1)=O)C(=C(N2)C2=CC(=NC=C2)NC([C@@H](C)C2=CC=C(C=C2)F)=O)C2=CC=CC=C2)C (2S)-N-[4-(7,7-dimethyl-4-oxo-3-phenyl-4,5,6,7-tetrahydro-1H-pyrrolo[3,2-c]pyridin-2-yl)pyridin-2-yl]-2-(4-fluorophenyl)propanamide